FC(C(CO)CO)(F)F 2-(trifluoromethyl)propane-1,3-diol